C1(=CC=CC=2C3=CC=CC=C3CC12)C1=CC=CC=2CC3=CC=CC=C3C(C12)=O fluorenyl-anthrone